C(CCCCCCCCCCCCC)CCCCCCCCCCCCCCCC(CCCCCCCCCCCCCCC)=O myristylpalmitone